N3-(benzyloxymethyl)thymine C(C1=CC=CC=C1)OCN1C(NC=C(C1=O)C)=O